NC=1C2=C(N=CN1)C(=C(N2C2=CC(=C(C=C2)OC2=NC=CC(=N2)C)F)C2=C(C=C(C=N2)NC(C=C)=O)OC)C N-(6-(4-amino-5-(3-fluoro-4-((4-methylpyrimidin-2-yl)oxy)phenyl)-7-methyl-5H-pyrrolo[3,2-d]pyrimidin-6-yl)-5-methoxypyridin-3-yl)acrylamide